2-chloro-N-(5-chloro-6-(2H-1,2,3-triazol-2-yl)pyridin-3-yl)-5-cyclopropyl-4-(3-ethynylpyridin-4-yl)benzamide tert-Butyl-4-(2-hydroxyethylamino)isoindoline-2-carboxylate C(C)(C)(C)OC(=O)N1CC2=CC=CC(=C2C1)NCCO.ClC1=C(C(=O)NC=2C=NC(=C(C2)Cl)N2N=CC=N2)C=C(C(=C1)C1=C(C=NC=C1)C#C)C1CC1